(+)-N-[5-(2-chloro-5-cyanophenyl)-1H-indazol-3-yl]-6,6-dimethylpiperidin-3-carboxamide hydrochloride Cl.ClC1=C(C=C(C=C1)C#N)C=1C=C2C(=NNC2=CC1)NC(=O)C1CNC(CC1)(C)C